Racemic-5-chloro-2-((3S,4R,5R)-4-fluoro-3-hydroxy-5-methylpiperidin-1-yl)-6-((3-(3-hydroxy-3-methylbutyl)-1-methyl-2-oxo-2,3-dihydro-1H-benzo[d]imidazol-5-yl)amino)nicotinonitrile ClC=1C(=NC(=C(C#N)C1)N1C[C@@H]([C@@H]([C@@H](C1)C)F)O)NC1=CC2=C(N(C(N2CCC(C)(C)O)=O)C)C=C1 |r|